1-(4-chloro-3-fluorophenyl)-9-(6-(4-fluorophenyl)-4-methyl-3-oxo-3,4-dihydropyrazin-2-yl)-1,9-diazaspiro[5.5]Undecan-2-one ClC1=C(C=C(C=C1)N1C(CCCC12CCN(CC2)C2=NC(=CN(C2=O)C)C2=CC=C(C=C2)F)=O)F